C(C(=O)[O-])(=O)OOCC#CC 2-butynyloxy oxalate